6-(4-(3-chloro-4-fluorophenyl)-1-(2,2-difluoroethyl)-1H-imidazol-5-yl)imidazo[1,2-b]pyridazine-3-carbonitrile ClC=1C=C(C=CC1F)C=1N=CN(C1C=1C=CC=2N(N1)C(=CN2)C#N)CC(F)F